1-[2-methyl-7H-imidazo[1,2-a][1,3]diazol-3-yl]ethanone CC=1N=C2N(C1C(C)=O)C=CN2